7-(6-(1H-pyrazol-4-yl)pyridin-2-yl)-2-(2,5-dimethyl-1H-pyrrol-1-yl)-[1,2,4]triazolo[1,5-a]pyridine N1N=CC(=C1)C1=CC=CC(=N1)C1=CC=2N(C=C1)N=C(N2)N2C(=CC=C2C)C